FC1=C(CC=2C=NN(C2)C(=O)N[C@@H]2C(N(C3=C(OC2)C=CC(=C3)C#CC(CO)(C)C)C)=O)C=CC(=C1)F (S)-4-(2,4-Difluorobenzyl)-N-(7-(4-hydroxy-3,3-dimethylbut-1-yn-1-yl)-5-methyl-4-oxo-2,3,4,5-tetrahydrobenzo[b][1,4]oxazepin-3-yl)-1H-pyrazol-1-carboxamid